piperazineamide N1(CCNCC1)C(=O)N